2-hydroxy-N,N,N-trimethyl-ethylammonium 8-(4-chlorobenzoylamino)octanoate ClC1=CC=C(C(=O)NCCCCCCCC(=O)[O-])C=C1.OCC[N+](C)(C)C